ClC1=NC(=NC2=CC=CC=C12)C=1C=NC=CC1 4-chloro-2-(pyridin-3-yl)quinazoline